N1N=C(C=C1)CN1C=NC(=C1)C(=O)N [(1H-pyrazol-3-yl)methyl]-1H-imidazole-4-carboxamide